ClC=1C=C(C=C(C1)Cl)N1CC(CC1=O)(C(=O)NCC1=CC(=NC=C1)OCCC)C 1-(3,5-dichlorophenyl)-3-methyl-5-oxo-N-[(2-propoxypyridin-4-yl)methyl]pyrrolidine-3-carboxamid